(Benzofuran-5-yl)-2'-hydroxy-6'-(methoxymethoxy)acrylophenone O1C=CC2=C1C=CC(=C2)C(C(=O)C2=C(C=CC=C2OCOC)O)=C